C1(C\C=C\CCCCCCCCCCC)C(=O)OC1=O trans-3-pentadecene-1,1-dicarboxylic anhydride